2-[5-(2-Amino-[1,2,4]triazolo[1,5-a]pyridin-7-yl)pyridin-2-yl]-N-(4-cyclopropylphenyl)acetamide NC1=NN2C(C=C(C=C2)C=2C=CC(=NC2)CC(=O)NC2=CC=C(C=C2)C2CC2)=N1